6-(2-hydroxy-prop-2-yl)quinoline-4-carboxylic acid methyl ester COC(=O)C1=CC=NC2=CC=C(C=C12)C(C)(C)O